3-amino-4-(trifluoromethyl)benzoic acid NC=1C=C(C(=O)O)C=CC1C(F)(F)F